isopropyl trans-N-[4-[5-[2-(ethylsulfamoyl)-4-isopentyloxyphenyl]thiazol-2-yl]cyclohexyl]carbamate C(C)NS(=O)(=O)C1=C(C=CC(=C1)OCCC(C)C)C1=CN=C(S1)[C@@H]1CC[C@H](CC1)NC(OC(C)C)=O